C(C)S(=O)(=O)CCCC12CCC(CC1)(CC2)C2=NN=C(N2C)C2=C(C=CC=C2)C(F)(F)F 3-(4-(3-(ethylsulfonyl)propyl)bicyclo[2.2.2]oct-1-yl)-4-methyl-5-(2-(trifluoromethyl)phenyl)-4H-1,2,4-triazole